C(C)OC(=O)C1OC(CC1=O)C 5-methyl-3-oxotetrahydrofuran-2-carboxylic acid ethyl ester